FC(C1=CC=C(C=C1)C=1C=C2CCC3(C(C2=CC1)NC(O[C@@H]1CN2CCC1CC2)=O)CC3)(F)F (S)-quinuclidin-3-yl (6'-(4-(trifluoromethyl)phenyl)-3',4'-dihydro-1'H-spiro[cyclopropane-1,2'-naphthalen]-1'-yl)carbamate